6-((2-azaspiro[3.3]heptan-6-yl)oxy)-N-(2-fluoro-4-((1-(2-methoxypyrimidin-5-yl)-1H-pyrazol-3-yl)oxy)phenyl)-7-methoxyquinazolin-4-amine C1NCC12CC(C2)OC=2C=C1C(=NC=NC1=CC2OC)NC2=C(C=C(C=C2)OC2=NN(C=C2)C=2C=NC(=NC2)OC)F